formate (methyl 2,6-dimethyl-6-heptenoate) CC(C(=O)O)(CCCC(=C)C)C.C(=O)O